ClC1=C(C(=O)[O-])C(=CC(=C1)Cl)Cl.[K+] potassium 2,4,6-trichlorobenzoate